C1(=CC=C(C=C1)P(N(P(C1=CC=C(C=C1)C1=CC=CC=C1)C1=CC=C(C=C1)C1=CC=CC=C1)C1CCCCC1)C1=CC=C(C=C1)C1=CC=CC=C1)C1=CC=CC=C1 1,1-di([1,1'-biphenyl]-4-yl)-N-cyclohexyl-N-(di([1,1'-biphenyl]-4-yl)phosphaneyl)phosphanamine